amino-3-(benzoxazol-2-yl)coumarin NC1=C(C(OC2=CC=CC=C12)=O)C=1OC2=C(N1)C=CC=C2